5,7-dimethyl-2-(6-methylpyridin-3-yl)-6-phenyl-2,6-dihydro-1H-pyrrolo[3,4-d]pyridazin-1-one CC=1N(C(=C2C(N(N=CC21)C=2C=NC(=CC2)C)=O)C)C2=CC=CC=C2